ClC1=C(C(=O)P(C2=C(C=C(C=C2)Cl)Cl)(C(C2=C(C=CC=C2Cl)Cl)=O)=O)C(=CC=C1)Cl bis(2,6-dichlorobenzoyl)-2,4-dichlorophenyl-phosphine oxide